3-methoxypropyl (CIS)-2-((((CIS)-4-phenylcyclohexyl)oxy) methyl)-3-(1H-pyrazol-3-yl)piperidine-1-carboxylate C1(=CC=CC=C1)[C@H]1CC[C@H](CC1)OC[C@@H]1N(CCC[C@@H]1C1=NNC=C1)C(=O)OCCCOC